C(CC(C)C)NC(=O)N1C(=NC2=C1C=NC=C2N2CCOCC2)OC N-iso-Pentyl-2-methoxy-7-morpholino-3H-imidazo[4,5-c]pyridine-3-carboxamide